N1NC(C2=CC=C3C(=C12)C=CC=C3)=O 1H-benzo[g]indazol-3(2H)-one